7-Methyl-7-ethyl-2,5-norbornadien CC1(C2C=CC1C=C2)CC